(R)-(2-(2-(methylamino)-1H-benzo[d]imidazol-1-yl)-4-(3-methylmorpholino)thieno[3,2-d]pyrimidin-7-yl)dimethylphosphine oxide CNC1=NC2=C(N1C=1N=C(C3=C(N1)C(=CS3)P(C)(C)=O)N3[C@@H](COCC3)C)C=CC=C2